tetrapropylene glycol CC(COC(C)COC(C)COC(C)CO)O